Pentafluoro-(2-isopropoxy-2,2-diphenylethyl)-λ6-sulfan FS(CC(C1=CC=CC=C1)(C1=CC=CC=C1)OC(C)C)(F)(F)(F)F